2,6-dichloro-3-cyano-4-trifluoromethyl-pyridine ClC1=NC(=CC(=C1C#N)C(F)(F)F)Cl